4-(((1r,4r)-4-aminocyclohexyl)(methyl)amino)-2-chlorobenzonitrile trifluoroacetate salt FC(C(=O)O)(F)F.NC1CCC(CC1)N(C1=CC(=C(C#N)C=C1)Cl)C